1-ethyl-2-thiourea C(C)NC(=S)N